N12C=3SC(=CC3C=NCC2=NN=C1)C(=O)O 3-thia-1,8,11,12-tetrazatricyclo[8.3.0.02,6]trideca-2(6),4,7,10,12-pentaene-4-carboxylic acid